4-(2-(3,4-dimethoxyphenyl)-3-methyl-1H-indol-5-yl)piperidine hydrochloride Cl.COC=1C=C(C=CC1OC)C=1NC2=CC=C(C=C2C1C)C1CCNCC1